5-{4-[(5-chloro-3-fluoropyridin-2-yl)oxy]phenyl}-1,3,4-oxadiazol-2-amine ClC=1C=C(C(=NC1)OC1=CC=C(C=C1)C1=NN=C(O1)N)F